(2R or S)-2-cyclopropyl-1-{3-[(1R)-1-{[6-(ethylsulfonyl)-2-methylpyrido[3,4-d]pyrimidin-4-yl]amino}ethyl]-2-fluorophenyl}-1,1-difluoropropan-2-ol C1(CC1)[C@@](C(F)(F)C1=C(C(=CC=C1)[C@@H](C)NC=1C2=C(N=C(N1)C)C=NC(=C2)S(=O)(=O)CC)F)(C)O |o1:3|